tert-butyl 6-hydroxy-1-oxoisoindoline-2-carboxylate OC1=CC=C2CN(C(C2=C1)=O)C(=O)OC(C)(C)C